C(C)(C)(C)OC(=O)N[C@H](C(=O)OC)CC1=NC=CC(=C1)Cl (S)-methyl 2-((tert-butoxycarbonyl)amino)-3-(4-chloropyridin-2-yl)propanoate